O=C1NC2=CC=CC=C2C1(CCC=O)CCNC(OC(C)(C)C)=O tert-butyl N-{2-[2-oxo-3-(3-oxopropyl)-2,3-dihydro-1H-indol-3-yl]ethyl}carbamate